ClC=1C=C(C(=C2C=CN(C12)C)N1C(C2=CC(=C(C=C2C(=C1)C(=O)N1CCCCC1)OC)OC)=O)F 2-(7-chloro-5-fluoro-1-methyl-1H-indol-4-yl)-6,7-dimethoxy-4-(piperidine-1-carbonyl)isoquinolin-1(2H)-one